6-((1-(tert-butoxycarbonyl)piperidin-4-yl)oxy)picolinic acid C(C)(C)(C)OC(=O)N1CCC(CC1)OC1=CC=CC(=N1)C(=O)O